CN(C=CC(=O)C1=C(C=CC=C1O)F)C 3-(Dimethylamino)-1-(2-fluoro-6-hydroxyphenyl)prop-2-en-1-one